S[Au] sulfydryl-gold